3-ethoxy-1,1,1,2,3,4,4,5,5,6,6,6-dodecafluoro-2-(trifluoromethyl)-hexane C(C)OC(C(C(F)(F)F)(C(F)(F)F)F)(C(C(C(F)(F)F)(F)F)(F)F)F